C(C)(C)(C)C=1C=C(C=CC1)C=1NC2=CC=C(C=C2C1)CCCC(=O)O 4-(2-(3-(tert-butyl)phenyl)-1H-indol-5-yl)butanoic acid